4-(3-cyclopentyl-1,2,4-triazol-1-ylsulfonyl)aniline C1(CCCC1)C1=NN(C=N1)S(=O)(=O)C1=CC=C(N)C=C1